(2S)-1-(3-(chloromethyl)-3-(hydroxymethyl)azetidin-1-yl)-3-(p-tolyl)-2-((2-((1-(p-tolyl)ethyl)amino)phenyl)amino)propan-1-one ClCC1(CN(C1)C([C@H](CC1=CC=C(C=C1)C)NC1=C(C=CC=C1)NC(C)C1=CC=C(C=C1)C)=O)CO